(2S)-2-(benzyloxycarbonylamino)-4-bromobutyric acid methyl ester COC([C@H](CCBr)NC(=O)OCC1=CC=CC=C1)=O